C(C)OP(=O)([O-])OCC[N+](C)(C)C 1-ethylphosphocholine